trans-(1r,4r)-4-((5-fluoro-4-(3-(3-oxomorpholino)phenyl)pyrimidin-2-yl)amino)cyclohexane-1-carboxylic acid FC=1C(=NC(=NC1)N[C@@H]1CC[C@H](CC1)C(=O)O)C1=CC(=CC=C1)N1C(COCC1)=O